CC(COCC1=CC=CC=C1)C(C)C benzyl 2,3-dimethyl-butyl ether